C(C)O[Si](N(C)C)(N(C)C)OCC 1,1-diethoxy-N,N,N',N'-tetramethylsilanediamine